4-(2,4,5-trifluoro-phenyl)-1-butanone FC1=C(C=C(C(=C1)F)F)CCCC=O